(R)-N-(6-fluoro-8-methylisoquinolin-1-yl)-5-(1-(2-methoxyethyl)-3-methyl-1H-pyrazol-5-yl)-N-(piperidin-3-yl)picolinamide FC=1C=C2C=CN=C(C2=C(C1)C)N(C(C1=NC=C(C=C1)C1=CC(=NN1CCOC)C)=O)[C@H]1CNCCC1